CC(C1=CC(=C(C(=C1)C(C)(C)C)O)C(C)(C)C)C1=CC(=C(C(=C1)C(C)(C)C)O)C(C)(C)C methyl-4,4'-methylenebis(2,6-di-tert-butylphenol)